C(OCC)(OCF)=O ethyl (fluoromethyl) carbonate